BrC=1C=C(N(C)C2=NC(N(C3=CC(=CC=C23)Cl)C([2H])([2H])[2H])=O)C=C(C1)F 4-(3-bromo-5-fluoro-N-methyl-anilino)-7-chloro-1-(trideuteriomethyl)quinazolin-2-one